4-fluoro-1-methoxy-4,4-bis(phenylsulfonyl)butan-2-ol FC(CC(COC)O)(S(=O)(=O)C1=CC=CC=C1)S(=O)(=O)C1=CC=CC=C1